4-(2-(((R)-((S)-7-(6-(methylsulfonyl)pyridin-3-yl)-2,3-dihydro-1H-pyrido[2,3-b][1,4]oxazin-3-yl)(phenyl)methyl)amino)ethyl)benzonitrile dihydrochloride Cl.Cl.CS(=O)(=O)C1=CC=C(C=N1)C1=CC2=C(O[C@@H](CN2)[C@@H](C2=CC=CC=C2)NCCC2=CC=C(C#N)C=C2)N=C1